CC(CCCC(CCCCCCO)O)C 11-methyl-1,7-dodecanediol